3-[4-(2-aminoethylamino)phenyl]piperidine-2,6-dione NCCNC1=CC=C(C=C1)C1C(NC(CC1)=O)=O